[K+].FN([C@@](C(C(C(=O)[O-])(F)F)(F)F)(C(=O)[O-])F)NS(=O)(=O)C(C(C(C(C(C(C(C(F)(F)F)(F)F)(F)F)(F)F)(F)F)(F)F)(F)F)(F)F.[K+] perfluorooctanesulfonamidoglutamic acid potassium salt